C1=C(C=CC=2C3=CC=CC=C3C=CC12)OC(C1=CC=C(C=C1)C#N)=O phenanthren-2-yl-4-cyanobenzoate